C1(CCCC1)NC1=NC(=NC=C1C(F)(F)F)NC1=C2C=NN(C2=CC=C1)CC#N 2-(4-((4-(cyclopentylamino)-5-(trifluoromethyl)pyrimidin-2-yl)amino)-1H-indazol-1-yl)acetonitrile